tert-butyl-5-(4-methyl-1-(oxetan-3-yl)-1H-pyrazol-5-yl)-2-azabicyclo[4.1.0]heptane-2-carboxylate C(C)(C)(C)OC(=O)N1C2CC2C(CC1)C1=C(C=NN1C1COC1)C